(R)-6-(3-(Acetamidomethyl)-3-methylazetidin-1-yl)-N-(2-(4-cyanothiazolidin-3-yl)-2-oxoethyl)quinoline-4-carboxamide C(C)(=O)NCC1(CN(C1)C=1C=C2C(=CC=NC2=CC1)C(=O)NCC(=O)N1CSC[C@H]1C#N)C